N-((1r,4r)-4-(Benzyl(methyl)amino)cyclohexyl)-6-morpholinopyridine-3-sulfonamide C(C1=CC=CC=C1)N(C1CCC(CC1)NS(=O)(=O)C=1C=NC(=CC1)N1CCOCC1)C